C=1SC=C2C1C(NC2=O)=O Thieno[3,4-c]pyrrole-4,6-dione